BrC1=CC=C(C=C1)NC(=O)N1CCC(CC1)C1CCN(CC1)C(=O)OC methyl 1'-[(4-bromophenyl) carbamoyl]-[4,4'-bipiperidine]-1-carboxylate